2-(3-bromo-6-methyl-2-nitrophenoxy)benzaldehyde BrC=1C(=C(OC2=C(C=O)C=CC=C2)C(=CC1)C)[N+](=O)[O-]